4-{[1-(3-cyano-1-methyl-2-oxo-1,2-dihydroquinolin-4-yl)piperidin-4-yl]oxy}benzoic acid ethyl ester C(C)OC(C1=CC=C(C=C1)OC1CCN(CC1)C1=C(C(N(C2=CC=CC=C12)C)=O)C#N)=O